formazane N=NC=NN